N-phenyldihydrophenazine C1(=CC=CC=C1)N1C2=CCCCC2=NC2=CC=CC=C12